4-(2,4,6-trifluorophenyl)butanoic acid FC1=C(C(=CC(=C1)F)F)CCCC(=O)O